S1\C(\NC=C1)=N/C(=O)C1=CNC2=NC=CC=C21 (Z)-N-(thiazol-2(3H)-ylidene)-1H-pyrrolo[2,3-b]pyridine-3-carboxamide